4-(2,5-dihydroxy-3,4,6-trimethylphenyl)-2-hydroxy-1-(4-(2-hydroxyethyl)piperazin-1-yl)-2-methylbutan-1-one OC1=C(C(=C(C(=C1C)C)O)C)CCC(C(=O)N1CCN(CC1)CCO)(C)O